2-(2-methyl-1H-benzimidazol-1-yl)-N-[4-(trifluoromethyl)phenyl]pyrimidine CC1=NC2=C(N1C1N(C=CC=N1)C1=CC=C(C=C1)C(F)(F)F)C=CC=C2